COC(CCCCCCC\C=C/C#CC=C)OC 14,14-dimethoxy-(5Z)-1,5-tetradecadiene-3-yne